NC1=NC(=C(C=C1C=1C=C2CCNC(C2=CC1)=O)C1=CC=C(C=C1)N1C[C@H](OCC1)C(C)C)F (R)-6-(2-amino-6-fluoro-5-(4-(2-isopropylmorpholino)phenyl)pyridin-3-yl)-3,4-dihydroisoquinolin-1(2H)-one